N[C@H]1CN(CC[C@@H]1F)C(=O)OC(C)(C)C (3S,4S)-tert-butyl 3-amino-4-fluoropiperidine-1-carboxylate